ethyl 4,5-dichloro-2-fluorobenzoate ClC1=CC(=C(C(=O)OCC)C=C1Cl)F